C(C)OC(\C(=C/CCC=C(C)C)\C)=O.C/C(/C=O)=C/CCC=C(C)C (Z)-2,7-dimethylocta-2,6-dienal ethyl-(Z)-2,7-dimethylocta-2,6-dienoate